C1=CC=CC=2N(CC3=C(C#CC21)C=CC=C3)C(CCCCC(=O)ON3C(CCC3=O)=O)=O 1-{[6-(11,12-didehydrodibenzo[b,f]azocin-5(6H)-yl)-6-oxohexanoyl]oxy}pyrrolidine-2,5-dione